(1S,2S,5R)-ethyl 3,8-diazabicyclo[3.2.1]octane-2-carboxylate [C@@H]12[C@H](NC[C@@H](CC1)N2)C(=O)OCC